ethyl (R)-4-(benzyloxy)-2-methylbutanoate C(C1=CC=CC=C1)OCC[C@H](C(=O)OCC)C